CC=1N(N=C2C(=NN=C(C21)C)N2CC(CCC2)C(=O)NCCN2CCOCC2)C2=CC=CC=C2 1-(3,4-dimethyl-2-phenyl-2H-pyrazolo[3,4-d]pyridazin-7-yl)-N-(2-morpholinoethyl)piperidine-3-carboxamide